CC(C)(C)OC(=O)N1CCCC1 1-pyrrolidinecarboxylic acid 1-(1,1-dimethylethyl) ester